BrC1=C(N=C2N(C1=O)C=CC=C2C2=CC=C(C(=O)N[C@H]1COCCC1)C=C2)C(F)(F)F 4-(3-bromo-4-oxo-2-(trifluoromethyl)-4H-pyrido[1,2-a]pyrimidin-9-yl)-N-((3R)-tetrahydro-2H-pyran-3-yl)benzamide